Trans-4-allyl-3-azido-1-(tert-butoxycarbonyl)pyrrolidine-3-carboxylic acid C(C=C)[C@H]1[C@](CN(C1)C(=O)OC(C)(C)C)(C(=O)O)N=[N+]=[N-]